C1(=CC=CC=C1)C=1C=NC(=NC1)CC=1OC=C(N1)C(=O)OCC ethyl 2-((5-phenylpyrimidin-2-yl)methyl)oxazole-4-carboxylate